C(C)(C)(C)OC(=O)N[C@@H](COC1=NC(=NC(=C1)C1=C(C=CC=C1C)C)NS(=O)(=O)C=1C=C(C(=O)O)C=CC1)CC1CCC1 3-[[4-[(2R)-2-(tert-butoxycarbonylamino)-3-cyclobutyl-propoxy]-6-(2,6-dimethylphenyl)pyrimidin-2-yl]sulfamoyl]benzoic acid